1-(9-ethyl-6-morpholino-9H-purin-2-yl)-4-phenyl-1H-pyrazol-5-ol C(C)N1C2=NC(=NC(=C2N=C1)N1CCOCC1)N1N=CC(=C1O)C1=CC=CC=C1